Methyl 5-[6-bromo-7-(difluoromethyl)-3,4-dihydro-2H-quinolin-1-yl]-1-methylpyrrolo[2,3-c]pyridine-3-carboxylate BrC=1C=C2CCCN(C2=CC1C(F)F)C=1C=C2C(=CN1)N(C=C2C(=O)OC)C